C(CCC)C1C(=NN(C1(C(=O)NCCCN1CCOCC1)C)C1=CC=CC=C1)C1=CC=C(C=C1)F 4-Butyl-3-(4-fluorophenyl)-5-methyl-N-(3-morpholinopropyl)-1-phenyl-4,5-dihydro-1H-pyrazole-5-carboxamide